rac-1-((1R,5S)-2,6-dioxabicyclo[3.2.1]octan-1-yl)-2-bromoethan-1-one [C@@]12(OCC[C@H](OC1)C2)C(CBr)=O |r|